CC1=CSC=2N=C(N=C(C21)NC2(CC2)C)NC=2C=NC=CC2 5-methyl-N4-(1-methylcyclopropyl)-N2-(pyridin-3-yl)thieno[2,3-d]pyrimidine-2,4-diamine